2-[acetyl(benzyl)amino]-6-hydroxy-N-ethyl-1-benzothiophene-3-carboxamide C(C)(=O)N(C=1SC2=C(C1C(=O)NCC)C=CC(=C2)O)CC2=CC=CC=C2